ClC1=NC=C(C(=N1)Cl)COC(C([2H])([2H])[2H])([2H])[2H] 2,4-dichloro-5-((ethoxy-d5)methyl)pyrimidine